C(C)(C)(C)OC(=O)N1C[C@@H](OCC1)CC(=O)O (S)-2-(4-(tert-butoxycarbonyl)morpholin-2-yl)acetic acid